N-cyclobutyl-4-((5-(1,6-dimethyl-1H-pyrazolo[3,4-b]pyridin-4-yl)-3-methyl-4,5,6,7-tetrahydro-1H-pyrazolo[4,3-c]pyridin-1-yl)methyl)-N-methylbicyclo[2.2.2]octan-1-amine C1(CCC1)N(C12CCC(CC1)(CC2)CN2N=C(C=1CN(CCC12)C1=C2C(=NC(=C1)C)N(N=C2)C)C)C